5-chloro-4-cyclopropylphenol 2,2,2-trifluoroacetic acid Salt FC(C(=O)O)(F)F.ClC=1C(=CC=C(C1)O)C1CC1